C1(CCC1)N1C(=NC2=NC(=NC(=C12)N1CCOCCC1)OCC12CCCN2CCC1)C(=O)C1=CC(=CC2=CC=C(C(=C12)C#C)F)OCOC {7-cyclobutyl-6-(1,4-oxazepan-4-yl)-2-[(tetrahydro-1H-pyrrolizin-7a(5H)-yl)methoxy]-7H-purin-8-yl}[8-ethynyl-7-fluoro-3-(methoxymethoxy)naphthalen-1-yl]methanone